tert-butyl 7-[7-(2,4-difluoro-6-isopropoxy-phenyl)-4-(trifluoromethylsulfonyloxy)thieno[3,2-c]pyridin-6-yl]-3,4-dihydro-1H-2,6-naphthyridine-2-carboxylate FC1=C(C(=CC(=C1)F)OC(C)C)C=1C2=C(C(=NC1C1=NC=C3CCN(CC3=C1)C(=O)OC(C)(C)C)OS(=O)(=O)C(F)(F)F)C=CS2